ClC=1N=C(C=2OC[C@@H]3COC[C@H](N3C2N1)C)CCl (5R,8aS)-3-chloro-1-chloromethyl-5-methyl-5,6,8a,9-tetrahydro-8H-7,10-dioxa-2,4,4b-triazaphenanthrene